BrC1=NN(N=C1Br)C(C)(C)C 4,5-dibromo-2-(tert-butyl)-2H-1,2,3-triazole